(4S,5R,6R)-5-Acetylamino-4-guanidino-6-[(1R,2R)-1,2,3-trihydroxypropyl]-5,6-dihydro-4H-pyran-2-carboxylic acid C(C)(=O)N[C@@H]1[C@H](C=C(O[C@H]1[C@@H]([C@@H](CO)O)O)C(=O)O)NC(=N)N